N1=C(C=C1)C(=O)[O-].[Li+] Lithium azetat